CC1=NC=2C(=NC(=CC2)C=2C=CN3N=C(N=CC32)NC(C)C)N1C 5-(2,3-dimethyl-3H-imidazo[4,5-b]pyridin-5-yl)-N-isopropyl-pyrrolo[2,1-f][1,2,4]triazin-2-amine